2-chloro-3-(1-ethoxyvinyl)-6-methylpyridine ClC1=NC(=CC=C1C(=C)OCC)C